5-chloro-4-(4'-fluoro-[1,1'-biphenyl]-3-yl)-N-(piperidin-4-yl)pyrimidin-2-amine ClC=1C(=NC(=NC1)NC1CCNCC1)C=1C=C(C=CC1)C1=CC=C(C=C1)F